FC1=C(COC2=CC=C(C=C2)C=2N=C(N3C2C=NC=C3)[C@H]3N(CCC3)C(C#CC)=O)C=CC=C1F (S)-1-(2-(1-(4-((2,3-difluorobenzyl)oxy)phenyl)imidazo[1,5-a]pyrazin-3-yl)pyrrolidin-1-yl)but-2-yn-1-one